N[C@H]1[C@H](N(CC1)C(=O)OC(C)(C)C)CC1=C(C(=CC=C1)Br)F tert-butyl (2R,3R)-3-amino-2-(3-bromo-2-fluorobenzyl)pyrrolidine-1-carboxylate